ClCCN1CC2(CN(C2)C(=O)OC(C)(C)C)C1 Tert-butyl 6-(2-chloroethyl)-2,6-diazaspiro[3.3]heptane-2-carboxylate